N-[(5-chloropyridin-3-yl)methyl]-4-(trifluoromethoxy)benzamide ClC=1C=C(C=NC1)CNC(C1=CC=C(C=C1)OC(F)(F)F)=O